C(C)(C)(C)OC(=O)NC1CCC(CC1)=CC(=O)OCC ethyl 2-(4-((tert-butoxycarbonyl)amino)cyclohexylidene)acetate